3-(methylamino)benzenesulfonic acid CNC=1C=C(C=CC1)S(=O)(=O)O